CC1=NN=C2N1N=CC1=C2C=CS1 3-Methylthieno[3,2-d][1,2,4]triazolo[4,3-b]pyridazine